(R)-2-fluoro-1-(3-fluorophenyl)ethane-1-amine FC[C@H](N)C1=CC(=CC=C1)F